O=C1CN(CCN1)CCNC(=O)C1=CC2=C(N(C(=N2)NC=2SC3=C(N2)C=CC(=C3)Cl)C)C=C1 2-(6-Chloro-benzothiazol-2-ylamino)-1-methyl-1H-benzoimidazole-5-carboxylic acid [2-(3-oxo-piperazin-1-yl)-ethyl]-amide